tri-iodoisophthalic acid IC=1C(=C(C(=C(C(=O)O)C1)I)C(=O)O)I